(4-(2,4-dichlorophenoxy)phenyl)-3-(difluoromethyl)-1-methyl-1H-pyrazole-4-hydrazide ClC1=C(OC2=CC=C(C=C2)C2=C(C(=NN2C)C(F)F)C(=O)NN)C=CC(=C1)Cl